C(C)(C)(C)OC(CC1=CC(=NC(=C1)C(F)(F)F)C(=O)OC)=O methyl 4-(2-(tert-butoxy)-2-oxoethyl)-6-(trifluoromethyl)picolinate